Isobutoxy-N-((3R,4S)-3-methyl-1-(methylsulfonyl)piperidin-4-yl)-6-(1H-pyrazol-4-yl)-[1,2,4]triazolo[1,5-a]pyrazin-2-amine C(C(C)C)OC1=C(N=CC=2N1N=C(N2)N[C@@H]2[C@@H](CN(CC2)S(=O)(=O)C)C)C=2C=NNC2